C(N)(OCC(N1CCC(CC1)SCC1=NC2=C(C=CC=C2C(N1)=O)C)C(C)(C)C)=O (tert-butyl 2-(4-(((8-methyl-4-oxo-3,4-dihydro-quinazolin-2-yl) methyl) thio) piperidin-1-yl) ethyl) carbamate